C(C)(C)(C)C1=C(N(C2=CC=C(C=C12)O)C(=O)O[C@H]1CN(CCC1)C1=NC=C(C=N1)C=1NC2=CC=C(C=C2C1)OCCF)C=1C=NC(=NC1)N1C[C@@H](CCC1)O (3R)-1-{5-[5-(2-Fluoroethoxy)-1H-indol-2-yl]pyrimidin-2-yl}piperidin-3-ol tert-Butyl-5-hydroxy-2-{2-[(3R)-3-hydroxypiperidin-1-yl]pyrimidin-5-yl}-1H-indole-1-carboxylate